BrC1=CC2=C(S1)CCC2NS(=O)(=O)C N-(2-bromo-5,6-dihydro-4H-cyclopenta[b]thiophen-4-yl)methanesulfonamide